(S)-6-((S)-2-((R)-4-benzyl-2-oxooxazolidin-3-yl)-1-(4-chlorophenyl)-2-oxoethyl)-5-azaspiro[2.4]heptane-5-carboxylic acid tert-butyl ester C(C)(C)(C)OC(=O)N1CC2(CC2)C[C@H]1[C@@H](C(=O)N1C(OC[C@H]1CC1=CC=CC=C1)=O)C1=CC=C(C=C1)Cl